CC([O-])C.[Ti+4].CC(C)(C)[O-].[Zr+4] zirconium tert-butoxide titanium isopropoxide